BrC1=C(C(=C(C=2N(C(=NC21)N(C)C)CC(=O)O)Br)Br)Br [4,5,6,7-Tetrabromo-2-(Dimethylamino)-1h-Benzimidazol-1-Yl]acetic Acid